C(C)OC(CC)(OCC)OCC 1,1,1-triethoxypropane